1-[(R)-1-(2-bromo-5-trifluoromethyl-phenyl)-ethyl]-3-spiro[3.3]Hept-2-yl-urea BrC1=C(C=C(C=C1)C(F)(F)F)[C@@H](C)NC(=O)NC1CC2(C1)CCC2